OC1=C(C=C(C=C1C)/C=C/C(=O)C1=CC=C(C=C1)S(=O)(=O)C)C (E)-3-(4-hydroxy-3,5-dimethylphenyl)-1-(4-(methylsulfonyl)phenyl)prop-2-en-1-one